dodecahydroxyoleic acid OC(C(C(C(C(C(C(=O)O)(O)O)(O)O)(O)O)(O)O)(O)O)(C\C=C/CCCCCCCC)O